2-[4-(Ethylsulfanyl)-2,5-dimethoxyphenyl]ethan-1-amine C(C)SC1=CC(=C(C=C1OC)CCN)OC